3-((5-bromo-2-chloropyridin-4-yl)amino)-4,4,4-trifluorobutane-1-ol BrC=1C(=CC(=NC1)Cl)NC(CCO)C(F)(F)F